3-(methacryloyloxy)propyl-methyl-trimethoxysilane C(C(=C)C)(=O)OCCCCO[Si](OC)(OC)C